FC(C1=CC(=NC=C1)C(=O)N1C=2C=CC(=NC2CCC1)C(C)NC(C1=CC=C(C=C1)F)=O)F N-(1-(5-(4-(Difluoromethyl)picolinoyl)-5,6,7,8-tetrahydro-1,5-naphthyridin-2-yl)ethyl)-4-fluorobenzamid